ClC1=NC=NC=C1OC1=C(C(=O)N(C2=CC=CC=C2)C2=CC=CC=C2)C=C(C=C1)F ((4-Chloropyrimidin-5-yl)oxy)-5-fluoro-N,N-diphenylbenzamide